N(C1=CC=CC=C1)C1=CC(=CC=2OC3=CC(=CC=C3C3(C12)OC(=O)C1=CC=CC=C13)N(CCC(C)C)CC)C Anilino-6'-(N-ethyl-N-isopentylamino)-3'-methylspiro[phthalide-3,9'-[9H]xanthene]